COC(=O)C=1C(N(C2=CC(=CC=C2C1N)I)C1=CC=C(C=C1)C(C)O)=O 4-Amino-1-(4-(1-hydroxyethyl)phenyl)-2-oxo-7-iodo-1,2-dihydroquinoline-3-carboxylic acid methyl ester